FC(CC1=C(C=CC=C1)NC(=S)C=1C(NCCC1O)=O)F N-[2-(2,2-difluoroethyl)phenyl]-4-hydroxy-2-oxo-1,2,5,6-tetrahydropyridine-3-carbothioamide